7-(7-(8-ethyl-7-fluoro-3-hydroxynaphthalen-1-yl)-8-fluoro-2-(((2R,7aS)-2-fluorotetrahydro-1H-pyrrolizin-7a(5H)-yl)methoxy)quinazolin-4-yl)-2,7-diazaspiro[4.5]decane-1,3-dione C(C)C=1C(=CC=C2C=C(C=C(C12)C1=CC=C2C(=NC(=NC2=C1F)OC[C@]12CCCN2C[C@@H](C1)F)N1CC2(CC(NC2=O)=O)CCC1)O)F